(2-chlorophenyl)(3-(hydroxymethyl)-4-((S)-3-(pyridin-2-yloxy)pyrrolidin-1-yl)phenyl)methanol ClC1=C(C=CC=C1)C(O)C1=CC(=C(C=C1)N1C[C@H](CC1)OC1=NC=CC=C1)CO